2-chloro-6,7-dibutyl-1,4-naphthoquinone ClC=1C(C2=CC(=C(C=C2C(C1)=O)CCCC)CCCC)=O